3-(2-(((methoxycarbonyl)oxy)methoxy)-2,2-diphenylacetoxy)spiro[bicyclo[3.2.1]octane-8,1'-pyrrolidin]-8-ium trifluoroacetate Sodium methyl-carbonate COC([O-])=O.[Na+].FC(C(=O)[O-])(F)F.COC(=O)OCOC(C(=O)OC1CC2CCC(C1)[N+]21CCCC1)(C1=CC=CC=C1)C1=CC=CC=C1